OC[C@H]1N(C[C@@H]([C@H]([C@@H]1O)O)O)C[C@H]1CN(CC1)C=1C(=NC=NC1)C(F)(F)F (2R,3R,4R,5S)-2-(hydroxymethyl)-1-(((S)-1-(4-(trifluoromethyl)pyrimidin-5-yl)pyrrolidin-3-yl)methyl)piperidine-3,4,5-triol